CSC1=NN=C(S1)NC(=O)C=1OC(=NN1)N1C(CCCC1)C1=CC=CC=C1 N-(5-(methylsulfanyl)-1,3,4-thiadiazol-2-yl)-5-(2-phenylpiperidin-1-yl)-1,3,4-oxadiazole-2-carboxamide